C(C)(=O)NCCNC(=O)C=1C=NC(=C(C1)C1=CC(=CC=C1)F)OC1=CC=C(C=C1)C(F)(F)F N-(2-acetamidoethyl)-5-(3-fluorophenyl)-6-[4-(trifluoromethyl)phenoxy]pyridine-3-carboxamide